C(C=C)(=O)NC=1C=C(CNC2=NC(=C(C=3N2C=CN3)C(=O)N)NC3=CC(=CC(=C3)OC)OC)C=CC1 5-((3-acrylamidobenzyl)amino)-7-((3,5-dimethoxyphenyl)amino)imidazo[1,2-c]pyrimidine-8-amide